tert-Butyl (4S)-5-amino-4-(4-nitro-1,3-dioxo-isoindolin-2-yl)-5-oxo-pentanoate NC([C@H](CCC(=O)OC(C)(C)C)N1C(C2=CC=CC(=C2C1=O)[N+](=O)[O-])=O)=O